4-chloro-2,5-bis(pyridin-2-yl)thieno[2,3-d]pyrimidine ClC=1C2=C(N=C(N1)C1=NC=CC=C1)SC=C2C2=NC=CC=C2